FC1([C@]2(C[C@@H]([C@H]([C@@](C1)(N2)C)OC)OC2=CN=C(N=N2)C2=C(C=C(C=C2)N2C=NC=C2)O)C)F 2-(6-(((1R,2S,3S,5R)-6,6-difluoro-2-methoxy-1,5-dimethyl-8-azabicyclo[3.2.1]octan-3-yl)oxy)-1,2,4-triazin-3-yl)-5-(1H-imidazol-1-yl)phenol